C(#N)[C@H]1N([C@H]2C[C@H]2C1)C(CNC(=O)C1=CC=NC2=CC=C(C=C12)C(C)(C)OC)=O N-(2-((1S,3S,5S)-3-Cyano-2-azabicyclo[3.1.0]hexan-2-yl)-2-oxoethyl)-6-(2-methoxypropan-2-yl)quinoline-4-carboxamide